(±)-tert-butyl N-[3-[[cis-2-fluorocyclopropanecarbonyl]amino]-6-(7-methyl-3-tetrahydropyran-2-yl-imidazo[4,5-b]pyridin-6-yl)-8-isoquinolyl]carbamate F[C@@H]1[C@@H](C1)C(=O)NC=1N=CC2=C(C=C(C=C2C1)C=1C(=C2C(=NC1)N(C=N2)[C@@H]2OCCCC2)C)NC(OC(C)(C)C)=O |&1:26|